NC1=C(C=CC(=N1)N1N=CC(=C1C(F)(F)F)C(=O)NC=1C(=NC(=C(C1)Cl)N1N=CC=N1)C)C#N 1-(6-amino-5-cyanopyridin-2-yl)-N-(5-chloro-2-methyl-6-(2H-1,2,3-triazol-2-yl)pyridin-3-yl)-5-(trifluoromethyl)-1H-pyrazole-4-carboxamide